2,5-dioxapyrrolidine N1OCCO1